ClC=1C=NC2=C(C(=CC=C2C1)F)C=1C(=NC(=CC1)N)N (3-chloro-7-fluoroquinolin-8-yl)pyridine-2,6-diamine